5-amino-1-(4-((6,7-dichloro-2,2-dioxido-4,9-dihydro-[1,2,6]thiadiazino[4,3-g]indol-3(1H)-yl)methyl)piperidin-1-yl)pentan-1-one NCCCCC(=O)N1CCC(CC1)CN1CC=2C=C(C=3C(=CNC3C2NS1(=O)=O)Cl)Cl